2-[[6-(1,3-benzothiazol-2-ylamino)-5-methyl-pyridazin-3-yl]-(4,5-dihydroxypentyl)amino]thiazole-4-carboxylic acid S1C(=NC2=C1C=CC=C2)NC2=C(C=C(N=N2)N(C=2SC=C(N2)C(=O)O)CCCC(CO)O)C